N-(5-chloro-2-(4-(hydroxymethyl)-4-methyl-piperidin-1-yl)phenyl)-5-(tetrahydro-2H-pyran-4-yl)furan-2-carboxamide ClC=1C=CC(=C(C1)NC(=O)C=1OC(=CC1)C1CCOCC1)N1CCC(CC1)(C)CO